C(C)(C)N1N=C(C=C1[C@H]1CC(CCC1)=O)C(F)(F)F (R)-3-(1-isopropyl-3-(trifluoromethyl)-1H-pyrazol-5-yl)cyclohexanone